P(=O)(=O)CCCN phosphopropylamine